BrCC(=O)N1CCN(CC1)S(=O)(=O)C=1SC=CC1 2-bromo-1-(4-((thiophen-2-yl)sulfonyl)piperazin-1-yl)ethan-1-one